ClC1=CC=2C=3C=CC(=CC3N(C(N(C2N=C1)CC)=O)C1=C(C=C(C=C1F)NCC1(CNC1)CO)F)C#N 4-chloro-10-[2,6-difluoro-4-({[3-(hydroxymethyl)azetidin-3-yl]methyl}amino)phenyl]-8-ethyl-9-oxo-6,8,10-triazatricyclo[9.4.0.02,7]pentadeca-1(11),2(7),3,5,12,14-hexaene-13-carbonitrile